ClC1=NC(=C2C(=N1)N(N=C2)[C@H]2[C@@H]([C@@H]([C@H](O2)COC(C(=O)O)(COC)P(=O)(O)O)O)O)NC2CCCC2 2-(((2R-3S,4R,5R)-5-(6-chloro-4-(cyclopentylamino)-1H-pyrazolo[3,4-d]pyrimidin-1-yl)-3,4-dihydroxytetrahydrofuran-2-yl)methoxy)-3-methoxy-2-phosphonopropanoic acid